tert-Butyl N-[(6R)-6-hydroxy-11,11-dimethyl-13-oxo-6,15-bis(trifluoromethyl)-19-oxa-3,4,18-triazatricyclo[12.3.1.12,5]nonadeca-1(18),2,4,14,16-pentaen-17-yl]carbamate O[C@]1(C2=NN=C(C=3C(=CC(=C(C(CC(CCCC1)(C)C)=O)N3)C(F)(F)F)NC(OC(C)(C)C)=O)O2)C(F)(F)F